2-(((benzyloxy)carbonyl)amino)-3-(7-(trifluoromethyl)thieno[3,2-b]pyridine-2-carboxamido)propanoate C(C1=CC=CC=C1)OC(=O)NC(C(=O)[O-])CNC(=O)C1=CC2=NC=CC(=C2S1)C(F)(F)F